α,α-bis(4-hydroxyphenyl)-α-methyl-toluene (S)-tert-Butyl-4-(6-chloro-7-cyclopropyl-1-(2,6-diethylphenyl)-2-oxo-1,2-dihydropyrido[2,3-d]pyrimidin-4-yl)-3-methylpiperazine-1-carboxylate C(C)(C)(C)OC(=O)N1C[C@@H](N(CC1)C=1C2=C(N(C(N1)=O)C1=C(C=CC=C1CC)CC)N=C(C(=C2)Cl)C2CC2)C.OC2=CC=C(C=C2)C(C2=CC=CC=C2)(C)C2=CC=C(C=C2)O